6-({1-[1-(oxan-2-yl)-1H-indazol-4-yl]-1H-1,2,3-triazol-4-yl}methyl)-1H-indole-1-carboxylate O1C(CCCC1)N1N=CC2=C(C=CC=C12)N1N=NC(=C1)CC1=CC=C2C=CN(C2=C1)C(=O)[O-]